S1N=CC(=C1)C=1N=C2C(=CC(=NC2=CC1)N)C 6-isothiazol-4-yl-4-methyl-1,5-naphthyridin-2-amine